(R)-N-(1-(4-cyanooxazol-2-yl)ethyl)-2-(5,6-difluoro-2-oxo-1,2-dihydroquinolin-3-yl)acetamide C(#N)C=1N=C(OC1)[C@@H](C)NC(CC=1C(NC2=CC=C(C(=C2C1)F)F)=O)=O